hexamethyl-bis(methylethylaminooxy)cyclotetrasiloxane C[Si]1(O[Si](O[Si](O[Si](O1)(ON(C)CC)ON(CC)C)(C)C)(C)C)C